IC1=CC=2C(C3=CC=CC=C3C2C=C1N)(C)C 2-iodo-9,9-dimethyl-9H-fluoren-3-amine